N1C(=CC=2C=NC=CC21)CNC(CN2C(=NC=C(C2=O)NCCCC2=CC=CC=C2)C2=CC=C(C=C2)O[C@H]2[C@@H]1[C@H](OC2)[C@@H](CO1)O)=O N-((1H-pyrrolo[3,2-c]pyridine-2-yl)methyl)-2-(2-(4-(((3R,3aR,6R,6aR)-6-hydroxyhexahydrofuro[3,2-b]furan-3-yl)oxy)phenyl)-6-oxo-5-((3-phenylpropyl)amino)pyrimidin-1(6H)-yl)acetamide